C(C)(CC)C1C(NC2=C(CN1C(=O)C=1NC(C=CC1)=O)C=C(C=C2)F)=O 3-(sec-butyl)-7-fluoro-4-(6-oxo-1,6-dihydropyridine-2-carbonyl)-1,3,4,5-tetrahydro-2H-benzo[1,4]diazepin-2-one